NC1=C(C=NC(=C1)OC)CCCC 4-(4-Amino-6-methoxypyridin-3-yl)butane